C(C1=CC=CC=C1)O[C@H](CCCCO)C (S)-5-(Benzyloxy)hexan-1-ol